4-((2,3-diaminopyridine-4-yl)oxy-3-fluorophenyl)-1-phenyl-5-(trifluoromethyl)-1H-imidazole-4-carboxamide NC1=NC=CC(=C1N)OC1=C(C=CC=C1F)C1(N=CN(C1C(F)(F)F)C1=CC=CC=C1)C(=O)N